(E)-3-(5-chloropyridin-2-yl)prop-2-enal ClC=1C=CC(=NC1)/C=C/C=O